NC=1N=NC(=CC1N1CCN(CC1)CC=1C=C2C(N(C(C2=CC1)=O)N1C(NC(CC1)=O)=O)=O)C1=C(C=CC=C1)O 5-((4-(3-amino-6-(2-hydroxyphenyl)pyridazin-4-yl)piperazin-1-yl)methyl)-2-(2,4-dioxotetrahydropyrimidin-1(2H)-yl)isoindoline-1,3-dione